C(C)(C)(C)OC(CN(CCCC(=O)OCC1=CC=CC=C1)C(=O)OCCl)=O benzyl 4-((2-(tert-butoxy)-2-oxoethyl) ((chloromethoxy)carbonyl)amino)butanoate